N[C@@H](C[C@H](C(=O)O)O)CC1=CC=C(C=C1)C1=CC(=CC=C1)Cl (2R,4R)-4-amino-5-(3'-chlorobiphenyl-4-yl)-2-hydroxy-pentanoic acid